(2S,4R)-1-((S)-2,2-difluoro-1-methylcyclopropane-1-carbonyl)-4-fluoropyrrolidine-2-carboxylic acid FC1([C@@](C1)(C(=O)N1[C@@H](C[C@H](C1)F)C(=O)O)C)F